N[C@H](CC)C=1C=C(C#N)C=C(C1)C(F)(F)F (R)-3-(1-aminopropyl)-5-(trifluoromethyl)benzonitrile